CN(CCC(C(=O)O)(C)C)C 4-(dimethylamino)-2,2-dimethyl-butanoic acid